farnesyl-dimethylamine oxide C(C=C(C)CCC=C(C)CCC=C(C)C)[N+](C)(C)[O-]